1-(5-Bromopyridin-2-yl)-3-(2-thiophen-2-ylethyl)thiourea BrC=1C=CC(=NC1)NC(=S)NCCC=1SC=CC1